2-(5-chloro-6-fluoro-2,3-dihydrobenzofuran-2-yl)-6-(1H-tetrazol-5-yl)pyridine ethyl-3-bromo-1-(pyrimidin-2-yl)-1H-pyrazole-4-carboxylate C(C)OC(=O)C=1C(=NN(C1)C1=NC=CC=N1)Br.ClC=1C(=CC2=C(CC(O2)C2=NC(=CC=C2)C2=NN=NN2)C1)F